7-(ethylamino)-5-fluoro-3-[(3R)-3-[[6-(hydroxymethyl)-3-pyridyl]amino]-1-piperidyl]-3-methyl-indolin-2-one C(C)NC=1C=C(C=C2C(C(NC12)=O)(C)N1C[C@@H](CCC1)NC=1C=NC(=CC1)CO)F